CC1=C(C(=NO1)C(=O)Cl)[N+](=O)[O-] 5-methyl-4-nitroisooxazole-3-carbonyl chloride